(Z)-5-(3-hydroxy-4-methoxybenzylidene)-1-(4-methoxyphenyl)pyrimidine OC=1C=C(\C=C\2/C=NCN(C2)C2=CC=C(C=C2)OC)C=CC1OC